ClC1=C(C=CC=C1)NC=1N(C2=NC(=NC=C2N1)NC1CCCC1)C1CCC(CC1)C(=O)N (1s,4s)-4-(8-(2-chlorophenylamino)-2-(cyclopentylamino)-9H-purin-9-yl)cyclohexanecarboxamide